C(C)(C)N1N=CC(=C1)C=1C=C(C=CC1)N(C(=O)[C@@H]1CC[C@H](CC1)CNC(OCCO)=O)C[C@@H]1CC[C@H](CC1)C1=CC(=C(C=C1)OC)C 2-Hydroxyethyl (((trans)-4-((3-(1-isopropyl-1H-pyrazol-4-yl)phenyl)(((trans)-4-(4-methoxy-3-methylphenyl)cyclohexyl)methyl) carbamoyl)cyclohexyl)methyl)carbamate